4-(difluoromethyl)-N-((6-ethoxy-1-methyl-1H-benzimidazol-7-yl)methyl)benzamide FC(C1=CC=C(C(=O)NCC2=C(C=CC3=C2N(C=N3)C)OCC)C=C1)F